O-Sulfotyrosin S(=O)(=O)(O)OC1=CC=C(C[C@H](N)C(=O)O)C=C1